C1(CC1)C=1C(=NC(=NC1OC1=C(C=CC=C1)C)NS(=O)(=O)C=1C=NN(C1)C)C1=C(C=CC=C1C)C N-[5-Cyclopropyl-4-(2,6-dimethylphenyl)-6-(2-methylphenoxy)pyrimidin-2-yl]-1-methyl-pyrazole-4-sulfonamide